tridecanyl fluorononyl-sulfonate FCCCCCCCCCS(=O)(=O)OCCCCCCCCCCCCC